(4-amino-4-methyl-piperidin-1-yl)-5-(2,3-dichloro-phenyl)-6-methyl-pyrimidine-4-carboxylic acid amide NC1(CCN(CC1)C1=NC(=C(C(=N1)C(=O)N)C1=C(C(=CC=C1)Cl)Cl)C)C